C(CCC)N1C(C2=CN=CC=C2C(=C1)C1=CC(=C(C=C1)OC1CCNCC1)Cl)=O 2-butyl-4-(3-chloro-4-(piperidin-4-yloxy)phenyl)-2,7-naphthyridin-1(2H)-one